CON=C(C)C1=CC=C(C=C1)N1N=CC=C1 1-(4-(1H-pyrazol-1-yl)phenyl)ethan-1-one O-methyloxime